BrC1=C(C(=CC(=C1)F)F)C[C@@](C1=CC=CC=C1)(O)[C@H]1N(CCC1)C(=O)OC(C)(C)C tert-butyl (S)-2-((S)-2-(2-bromo-4,6-difluorophenyl)-1-hydroxy-1-phenylethyl)pyrrolidine-1-carboxylate